5-iodo-2-(methylthio)pyrimidin-4(3H)-one IC=1C(NC(=NC1)SC)=O